C1=C(C=CC2=CC=CC=C12)OCC(=O)N 2-(naphthalen-2-yloxy)acetamide